N-((4-carbamimidoylthiophen-2-yl)methyl)-7-((4-phenoxybenzoyl)glycyl)-7-azabicyclo-[2.2.1]heptane-1-carboxamide C(N)(=N)C=1C=C(SC1)CNC(=O)C12CCC(CC1)N2C(CNC(C2=CC=C(C=C2)OC2=CC=CC=C2)=O)=O